ClC1=C(C=CC=C1Cl)N1C(=NC(=CC1=O)N(C1CCC(CC1)(C)N)C)C 3-(2,3-dichlorophenyl)-2-methyl-6-{methyl-[(cis)-4-amino-4-methylcyclohexyl]amino}-3,4-dihydropyrimidin-4-one